C(C)(C)(C)OC([C@@](CCI)(NC(=O)OCC1=CC=CC=C1)I)=O iodo-(S)-2-(((benzyloxy)carbonyl)amino)-4-iodobutyric acid tert-butyl ester